COC1=C(CN(C2=NC(=NN3C2=NC=C3CC3=CC=C(CCN(C(OC(C)(C)C)=O)C)C=C3)OC(CCO)CCC)CC3=C(C=C(C=C3)OC)OC)C=CC(=C1)OC Tert-butyl (4-((4-(bis(2,4-dimethoxybenzyl)amino)-2-((1-hydroxyhexan-3-yl)oxy)imidazo[2,1-f][1,2,4]triazin-7-yl)methyl)phenethyl)(methyl)carbamate